N=1N=CN2C1C=C(C=C2)C2=NC(=CC=C2C2=CN=C(O2)CC(C)(C)C)C(F)F 5-(2-([1,2,4]triazolo[4,3-a]pyridin-7-yl)-6-(difluoromethyl)pyridin-3-yl)-2-neopentyloxazole